(S)-1-(4-(3-((1r,3R,5S,7S)-3,5-dimethyladamantan-1-yl)ureido)-3-fluorobenzyl)-N,N-dimethylpiperidine-3-carboxamide C[C@]12CC3(CC(C[C@@](C1)(C3)C)C2)NC(NC2=C(C=C(CN3C[C@H](CCC3)C(=O)N(C)C)C=C2)F)=O